methyl-6-(2-((2,4-dimethoxybenzyl)amino)ethyl)piperidine-3-amide CN1CC(CCC1CCNCC1=C(C=C(C=C1)OC)OC)C(=O)N